2-fluoroethanamine FCCN